FC(C1=NC=C(C(=N1)C=1C=NC(=CC1)C(F)(F)F)C1=C(C=C2N(N1)CCC2)C(=O)N)(F)F [2-(trifluoromethyl)-4-[6-(trifluoromethyl)pyridin-3-yl]pyrimidin-5-yl]-6,7-dihydro-5H-pyrrolo[1,2-b]pyridazine-3-carboxamide